3-(3-(5-amino-6-((1-(1-methylpiperidin-4-yl)-1H-pyrazol-4-yl)oxy)pyrazin-2-yl)-5-(tetrahydro-2H-pyran-4-yl)phenyl)oxetan-3-ol NC=1N=CC(=NC1OC=1C=NN(C1)C1CCN(CC1)C)C=1C=C(C=C(C1)C1CCOCC1)C1(COC1)O